3-undecyl-2,2'-bithiophene C(CCCCCCCCCC)C1=C(SC=C1)C=1SC=CC1